N-[(2S,3R)-8'-bromo-3-fluoro-2-methyl-4'H-spiro[cyclopropane-1,5'-naphtho[2,1-d][1,2]oxazol]-3'-yl]-2,6-dimethoxybenzenesulfonamide BrC1=CC=C2C3(CC=4C(=NOC4C2=C1)NS(=O)(=O)C1=C(C=CC=C1OC)OC)[C@@H]([C@H]3F)C